OC1CCC(CC1)COC=1C(=CC(=NC1)C)C1=CC=2N(C=C1)N=C(C2)NC(=O)C2CC2 N-[5-[5-[(4-hydroxycyclohexyl)methoxy]-2-methyl-4-pyridyl]pyrazolo[1,5-a]pyridin-2-yl]cyclopropanecarboxamide